CN1N=CC=C1CNCCCO 3-{[(1-methyl-1H-pyrazol-5-yl)methyl]amino}propan-1-ol